3-((4-p-fluorophenyl-benzylidene)amino)benzamide FC1=CC=C(C=C1)C1=CC=C(C=NC=2C=C(C(=O)N)C=CC2)C=C1